ammonium Valeric acid C(CCCC)(=O)O.[NH4+]